(R,Z)-2-(2-bromo-7-((tert-butyldimethylsilyl)oxy)hept-2-en-1-yl)-4-hydroxycyclopent-2-enone Br\C(\CC=1C(C[C@H](C1)O)=O)=C/CCCCO[Si](C)(C)C(C)(C)C